(2-((4-bromo-2-fluoro-3-formylbenzyl)oxy)phenyl)carbamic acid tert-butyl ester C(C)(C)(C)OC(NC1=C(C=CC=C1)OCC1=C(C(=C(C=C1)Br)C=O)F)=O